1-(5-methoxy-1H-indol-1-yl)-N-methylpropan-2-amine COC=1C=C2C=CN(C2=CC1)CC(C)NC